5-tert-butyl-M-xylene C(C)(C)(C)C=1C=C(C=C(C1)C)C